methyl 6-(cyclohex-1-en-1-yl)-2-methoxynicotinate C1(=CCCCC1)C1=NC(=C(C(=O)OC)C=C1)OC